2-Methoxy-4-(p-tolyloxy)benzonitrile COC1=C(C#N)C=CC(=C1)OC1=CC=C(C=C1)C